Anthracenesulfonic acid Francium [Fr].C1(=CC=CC2=CC3=CC=CC=C3C=C12)S(=O)(=O)O